C(C)(C)(C)OC(=O)N1[C@H](C2=CC=CC(=C2CC1)C(C(F)F)O)C |r| racemic-(1S)-5-(2,2-difluoro-1-hydroxy-ethyl)-1-methyl-3,4-dihydro-1H-isoquinoline-2-carboxylic acid tert-butyl ester